O[C@@H](CC(=O)[O-])C.[Mg+2].O[C@@H](CC(=O)[O-])C magnesium R-beta-hydroxybutyrate salt